α,α-dimethylphenylethanol acetate C(C)(=O)OC(CC1=CC=CC=C1)(C)C